ONC(=N)C=1C=C(C=CC1)C1=CC=CC=C1 3-hydroxycarbamimidoyl-1,1'-biphenyl